(R)-piperidin-3-ylcarbamic acid tert-butyl ester C(C)(C)(C)OC(N[C@H]1CNCCC1)=O